Propyl butyl sulfoxide C(CCC)S(=O)CCC